CS(=O)(=O)C1=C(C(=C(C=C1)Br)C)C 4-methanesulfonyl-2,3-dimethylbromobenzene